rac-(5R,7R,8S)-7,8-dihydroxy-2-azaspiro[4.5]decane-2-carboxylic acid tert-butyl ester C(C)(C)(C)OC(=O)N1C[C@]2(CC1)C[C@H]([C@H](CC2)O)O |r|